C1(CC1)C=1N=C2N(C=C(N=C2O)C(=O)NC=2C(N(C=CC2)C)=O)C1 2-Cyclopropyl-8-hydroxy-N-(1-methyl-2-oxo-1,2-dihydropyridin-3-yl)imidazo[1,2-a]pyrazine-6-carboxamide